2-bromo-9,9,10,10-tetramethyl-9,10-dihydroanthracene BrC1=CC=2C(C3=CC=CC=C3C(C2C=C1)(C)C)(C)C